C1CC12CCN(CC2)C2=NC(=CC=C2C(=O)NC2=NC(=CC=C2)N2C[C@H](OCC2)C)CS(=O)(=O)C 2-(6-azaspiro[2.5]octan-6-yl)-N-(6-((2R)-2-methyl-4-morpholinyl)-2-pyridinyl)-6-((methylsulfonyl)methyl)-3-pyridinecarboxamide